(S)-quinuclidin-3-yl (7-(4-(difluoromethoxy)phenyl)-3,3-dimethylchroman-4-yl)carbamate FC(OC1=CC=C(C=C1)C1=CC=C2C(C(COC2=C1)(C)C)NC(O[C@@H]1CN2CCC1CC2)=O)F